[Si](O)(O)(O)O silanetetraol